FC=1C=C(C=CC1C(F)(F)F)N1C=2N(CC(C1)CNC(C=C)=O)N=CC2 N-((4-(3-fluoro-4-(trifluoromethyl)phenyl)-4,5,6,7-tetrahydropyrazolo[1,5-a]pyrimidin-6-yl)methyl)acrylamide